C1(=CC=CC=C1)CPC1=C(C=CC=C1)C=O 2-(phenylmethyl-phosphino)benzene-1-carbaldehyde